thiophentrial sodium [Na].S1C(=C(C(=C1)C=O)C=O)C=O